8-bromo-1-methyl-1,4-dihydroquinolin-4-one BrC=1C=CC=C2C(C=CN(C12)C)=O